CC1=CC(=C(C=C1)S(=O)(=O)N1[C@@H](CCC1)C(=O)O)C=C ((4-Methyl-2-vinylphenyl)sulfonyl)-L-proline